acryloyl-ammonium dimethyl-taurate CN(CCS(=O)(=O)[O-])C.C(C=C)(=O)[NH3+]